1-Tert-butyl-4-fluoro-N-{4-methyl-3-[8-(morpholin-4-yl)imidazo[1,2-a]pyridin-6-yl]phenyl}pyrazole-3-carboxamide C(C)(C)(C)N1N=C(C(=C1)F)C(=O)NC1=CC(=C(C=C1)C)C=1C=C(C=2N(C1)C=CN2)N2CCOCC2